CC1=C(C2=CC=C(C=C2C=2C=C(C=CC12)C(F)(F)F)C(F)(F)F)C(=O)OCC Ethyl 10-methyl-3,6-bis(trifluoromethyl)phenanthrene-9-carboxylate